C(C=C)N1S(\C(\C(C2=C1C=C(C=C2)Br)=O)=C/N(C)C)(=O)=O (3Z)-1-allyl-7-bromo-3-[(dimethylamino)methylene]-1H-2,1-benzothiazin-4(3H)-one 2,2-dioxide